methyl 3-(allyloxy)hex-5-enoate C(C=C)OC(CC(=O)OC)CC=C